2-CHLORO-6-FLUORO-3-METHOXYPHENYLBORONIC ACID ClC1=C(C(=CC=C1OC)F)B(O)O